ClC=1C=C(C=CC1)C=CC(=O)C1=CC=C(C(=O)NO)C=C1 4-(3-(3-chlorophenyl)acryloyl)-N-hydroxybenzoamide